C1(C=CC(N1C=1C=C(C(=O)ON2C(CCC2=O)=O)C=CC1)=O)=O succinimidyl m-maleimidobenzoate